N-(8-(6-(3-(3-fluorophenoxy)azetidin-1-yl)pyridin-3-yl)quinoxalin-6-yl)picolinamide FC=1C=C(OC2CN(C2)C2=CC=C(C=N2)C=2C=C(C=C3N=CC=NC23)NC(C2=NC=CC=C2)=O)C=CC1